Nα-Methylalanine CN[C@@H](C)C(=O)O